O=C1CC2NC(C1)C2 3-oxo-6-azabicyclo[3.1.1]heptane